5-(3,6-diazabicyclo[3.1.1]heptane-3-yl)-2-(2,6-dioxopiperidin-3-yl)-4,7-difluoroisoindol C12CN(CC(N1)C2)C2=C(C1=CN(C=C1C(=C2)F)C2C(NC(CC2)=O)=O)F